methyl-6-((2-fluorobenzyl)oxy)-2-methylindole CC1=C(NC2=CC(=CC=C12)OCC1=C(C=CC=C1)F)C